(R)-N-(6-(2-chloro-5-fluorophenyl)-8-oxo-7,8-dihydro-6H-[1,3]dioxolo[4,5-e]isoindol-5-yl)benzo[d]isothiazole-3-carboxamide ClC1=C(C=C(C=C1)F)[C@@H]1NC(C2=C3C(=CC(=C12)NC(=O)C1=NSC2=C1C=CC=C2)OCO3)=O